2-[3-(dimethylphosphorylmethyl)-5-fluoro-phenyl]-4,4,5,5-tetramethyl-1,3,2-dioxaborolane CP(=O)(C)CC=1C=C(C=C(C1)F)B1OC(C(O1)(C)C)(C)C